O=C1C(=C(OC2=C1C=CC=C2)C2=CC=CC=C2)OCC(=O)NNC2=CC=CC=C2 ((4-oxo-2-phenyl-4H-benzopyran-3-yl)oxy)-N'-phenyl-acethydrazide